[Ca].C(C)O ethanol, calcium salt